2-[4-(4-bromo-2,3-difluoro-phenyl)-3-(trifluoromethyl)pyrazol-1-yl]ethanol BrC1=C(C(=C(C=C1)C=1C(=NN(C1)CCO)C(F)(F)F)F)F